ONC(C1=CC=C(C=C1)C1N(CCC(C1)C)CC1=C2C=CNC2=C(C=C1OC)C)=O N-hydroxy-4-(1-((5-methoxy-7-methyl-1H-indol-4-yl)methyl)-4-methylpiperidin-2-yl)benzamide